COC1=CC=C(C=C1)C1(CCOCC1)C(C)=O 1-[4-(4-methoxyphenyl)tetrahydropyran-4-yl]ethanone